N1NC(C=CC1)=O 1,2,3,6-tetrahydropyridazin-3-one